2-(5-fluoro-2-methoxypyridin-3-yl)-1H-pyrrole-1-carboxylic acid tert-butyl ester C(C)(C)(C)OC(=O)N1C(=CC=C1)C=1C(=NC=C(C1)F)OC